2-chloro-N-((1R,2R,4S)-7-cyano-7-azabicyclo[2.2.1]heptan-2-yl)-4-(1H-indazol-1-yl)benzamide ClC1=C(C(=O)N[C@H]2[C@H]3CC[C@@H](C2)N3C#N)C=CC(=C1)N1N=CC3=CC=CC=C13